5-(4-Fluoro-1-isopropyl-2-methyl-1H-benzo[d]imidazol-6-yl)-N-((1-methylpiperidin-4-yl)methyl)-7H-pyrrolo[2,3-d]pyrimidin FC1=CC(=CC=2N(C(=NC21)C)C(C)C)C2=CNC=1N(CN=CC12)CC1CCN(CC1)C